4-chloro-N-(4-chlorophenyl)benzamide C1=CC(=CC=C1C(=O)NC2=CC=C(C=C2)Cl)Cl